6-[2,6-difluoro-4-(methylsulfinyl)phenyl]-5-fluoropyridine-2-carboxylic acid FC1=C(C(=CC(=C1)S(=O)C)F)C1=C(C=CC(=N1)C(=O)O)F